N=C1C(C(N=NO1)=O)=O imino-oxadiazinedione